OC=1C(=NC2=CC=CC=C2C1C(=O)NC(CC)C1=CC=CC=C1)C1=CC=CC=C1 3-hydroxy-2-phenyl-N-(1-phenylpropyl)quinoline-4-carboxamide